FC1([C@H]2CC(C[C@@H]12)C=O)F (1R,3r,5s)-6,6-difluorobicyclo[3.1.0]hexane-3-carbaldehyde